1-((3,5-dimethoxyphenyl)ethynyl)-3-(1-acryloylazetidin-3-yl)imidazo[1,5-a]pyrazin-8-amine COC=1C=C(C=C(C1)OC)C#CC=1N=C(N2C1C(=NC=C2)N)C2CN(C2)C(C=C)=O